N1CCC(CC1)C#N piperidin-4-carbonitrile